((cyclopropylamino) methyl) benzoate C(C1=CC=CC=C1)(=O)OCNC1CC1